(3aR,5s,6aS)-N-(4-cyclobutyl-6-(5-fluoro-2-methylphenyl)pyridazin-3-yl)-2-((tetrahydro-2H-pyran-4-yl)methyl-d2)octahydrocyclopenta[c]pyrrol-5-amine C1(CCC1)C1=C(N=NC(=C1)C1=C(C=CC(=C1)F)C)NC1C[C@@H]2[C@@H](CN(C2)C([2H])([2H])C2CCOCC2)C1